NC=1SC=C(N1)N1C(CCC1)=O 1-(2-aminothiazol-4-yl)pyrrolidin-2-one